COC1=NC(=CC=C1C(=O)N)C 2-methoxy-6-methylpyridine-3-carboxamide